C(C=C)(=O)O.C(CCCCCCC)C1=CC=C(OCC(COC(C)COC(C)COC(C)COC(C)CO)O)C=C1 4-normal octylphenoxypentapropylene glycol acrylate